Cl[Ru-4](=CC1=C(C=CC=C1)OC(C)C)(=C1N(CCN1C1=C(C=C(C=C1C)C)C)C1=C(C=C(C=C1C)C)C)Cl dichloro[1,3-bis(2,4,6-trimethylphenyl)-2-imidazolidinylidene](2-isopropoxyphenylmethylene)ruthenium (II)